Cl.CC([C@H](N)C(=O)O)(C)CC.CC1=C(C=CC(=C1C=C)NC1=NC=C(C=C1)C(F)(F)F)S(=O)(=O)N methyl-4-[[5-(trifluoromethyl)-2-pyridyl]amino]-3-vinyl-benzenesulfonamide 3-methyl-isoleucinate hydrochloride